O=C1O[C@@H](CN1)CN1N=NC(=C1)CC(=O)O (S)-2-(1-((2-oxooxazolidin-5-yl)methyl)-1H-1,2,3-triazol-4-yl)acetic acid